C1(CCCCC1)S(=O)(=O)N1[C@@H]2CC[C@H]([C@H]1C(=O)NN)C2 (1R,3S,4S)-2-(Cyclohexylsulfonyl)-2-azabicyclo[2.2.1]heptane-3-carbohydrazide